1-[(5-methyl-2-propyl-phenyl)carbamothioyl]-3-[4-[4-[1-[4-(trifluoromethoxy)phenyl]-1H-1,2,4-triazol-3-yl]phenyl]butyl]urea CC=1C=CC(=C(C1)NC(=S)NC(=O)NCCCCC1=CC=C(C=C1)C1=NN(C=N1)C1=CC=C(C=C1)OC(F)(F)F)CCC